ClC1=C(C=CC=C1)C=1N=C(SC1)N/N=C/C1=C(C=CC=C1)C(=O)OC(C)CC (E)-4-(2-chlorophenyl)-2-(2-(2-butoxy)formylbenzylidenehydrazino)thiazole